ClC=1N=C(C2=C(N1)C=CN2COCC[Si](C)(C)C)F 2-[(2-chloro-4-fluoro-pyrrolo[3,2-d]pyrimidin-5-yl)methoxy]ethyl-trimethyl-silane